O[C@@H]1CCN(CCC1)C1=CC2=C(C[C@@](O2)(C)CO)C=C1NC(=O)C=1C=NN2C1N=CC=C2 N-((S)-6-((S)-4-hydroxyazepan-1-yl)-2-(hydroxymethyl)-2-methyl-2,3-dihydrobenzofuran-5-yl)pyrazolo[1,5-a]pyrimidine-3-carboxamide